N,N'-Bis(4-methoxybenzyl)-1,2-ethanediamine COC1=CC=C(CNCCNCC2=CC=C(C=C2)OC)C=C1